carbonIt C([O-])[O-]